1-(6-{2-[({3-methyl-4'-[(trifluoromethyl)oxy]-4-biphenylyl}methyl)oxy]phenyl}-2-pyridinyl)-5-(trifluoromethyl)-1H-pyrazole CC=1C=C(C=CC1COC1=C(C=CC=C1)C1=CC=CC(=N1)N1N=CC=C1C(F)(F)F)C1=CC=C(C=C1)OC(F)(F)F